CN(C(CCCCCCCC)CCCCCCC\C=C/CCCCCCCC)C (17Z)-N,N-dimethylhexacosan-17-en-9-amine